6-p-methoxystyryl-s-triazine COC1=CC=C(C=CC2=NC=NC=N2)C=C1